CC(=O)N[C@@H]1[C@H]([C@@H]([C@H](O[C@H]1O[C@H]2[C@H]([C@H](O[C@H]([C@@H]2O)O[C@@H]3[C@H](OC([C@@H]([C@H]3O)O)O)CO)CO)O)CO)O)O[C@H]4[C@@H]([C@H]([C@H]([C@H](O4)CO)O)O)O The molecule is a tetrasaccharide comprising residues of galactose, N-acetylglucosamine, galactose and glucose in a linear sequence, all joined by beta-linkages. It is an amino tetrasaccharide and a glucosamine oligosaccharide.